tert-butyl (S)-((1-(2-chloro-5-fluoro-4-(N-(4-methoxybenzyl)-N-(thiazol-2-yl)sulfamoyl)phenyl)pyrrolidin-3-yl)methyl)carbamate ClC1=C(C=C(C(=C1)S(N(C=1SC=CN1)CC1=CC=C(C=C1)OC)(=O)=O)F)N1C[C@@H](CC1)CNC(OC(C)(C)C)=O